[SH-].[Na+] Natrium bisulfid